(9H-fluoren-9-yl)methyl(2-(4-aminobutoxy)ethyl)((2-chloro-[1,1'-biphenyl]-4-yl)methyl)carbamate C1=CC=CC=2C3=CC=CC=C3C(C12)OC(N(C(C1=CC(=C(C=C1)C1=CC=CC=C1)Cl)C)CCOCCCCN)=O